N[C@H](CSC(C(=O)O)CC(=O)NCCN1CCN(CC1)CC1=CC(=C(C=C1)CN1C2=NC(=NC(=C2N=C1O)N)OCC)OC)C(=O)O 2-(((S)-2-amino-2-carboxyethyl)thio)-4-((2-(4-(4-((6-amino-2-ethoxy-8-hydroxy-9H-purin-9-yl)methyl)-3-methoxybenzyl)piperazin-1-yl)ethyl)amino)-4-oxobutanoic Acid